COC=1C=C(CN(C=2SC=C(N2)COCCOCC2=C(C=CC=C2)C)CC2=CC(=CC=C2)OC)C=CC1 N,N-bis(3-methoxybenzyl)-4-((2-((2-methylbenzyl)oxy)ethoxy)methyl)thiazol-2-amine